C(C)(C)OC=1C=C(C=CC1)C(C)=O 1-(3-isopropoxyphenyl)ethanone